tert-butyl (4-(bromomethyl)-3-fluorophenethyl)(3-fluoropropyl)carbamate BrCC1=C(C=C(CCN(C(OC(C)(C)C)=O)CCCF)C=C1)F